C(CCCCCCCCCCC)SCC1(CC(=CC=C1O)CSCCCCCCCCCCCC)C 2,4-bis[(laurylthio)methyl]o-cresol